2-[1-[2-[3-(4-Fluorophenyl)-3-methyl-azetidin-1-yl]-6-methyl-4-oxo-chromen-8-yl]ethylamino]benzoic acid FC1=CC=C(C=C1)C1(CN(C1)C=1OC2=C(C=C(C=C2C(C1)=O)C)C(C)NC1=C(C(=O)O)C=CC=C1)C